1-bromo-9,10-bis(4-methylbenzoyloxy)anthracene 2,3-dihydroxy-5-({[5,7-dihydroxy-2-(3,4,5-trihydroxyphenyl)-3,4-dihydro-2H-chromen-3-yl]oxy}carbonyl)phenolate OC1=C(C=C(C=C1O)C(=O)OC1C(OC2=CC(=CC(=C2C1)O)O)C1=CC(=C(C(=C1)O)O)O)[O-].BrC1=CC=CC2=C(C3=CC=CC=C3C(=C12)OC(C1=CC=C(C=C1)C)=O)OC(C1=CC=C(C=C1)C)=O